CC(=O)OC[C@@H]1[C@H]([C@@H]([C@H]([C@@H](O1)OC(=O)C)OC(=O)C)OC(=O)C)OC(=O)C pentaacetyl-β-D-glucose